4-(5-(2-cyclopentylethyl)-1,2,4-oxadiazol-3-yl)-N1-(3-(pyrrolidin-1-yl)propyl)benzene-1,2-diamine C1(CCCC1)CCC1=NC(=NO1)C=1C=C(C(=CC1)NCCCN1CCCC1)N